C(C)C1=CC=C(C=C1)C1=CC=C(C=C1)C1=NC(=NC(=N1)C(Cl)(Cl)Cl)C(Cl)(Cl)Cl 2-[4-(4-ethylphenyl)-phenyl]-4,6-bis(trichloromethyl)-1,3,5-triazine